N[C@H]1CN(CCC1)C(=O)C1=NN(C(=C1)C1=CC=C(C#N)C=C1)C1=CC2=C(OCCO2)C=C1 (R)-4-(3-(3-Aminopiperidin-1-carbonyl)-1-(2,3-dihydrobenzo[b][1,4]dioxin-6-yl)-1H-pyrazol-5-yl)benzonitril